6-(benzo[b]thiophen-3-yl)-1,2,3,4-tetrahydroisoquinoline S1C2=C(C(=C1)C=1C=C3CCNCC3=CC1)C=CC=C2